7-methyl-quinazoline-2,4(1H,3H)-dione CC1=CC=C2C(NC(NC2=C1)=O)=O